ClC1=CC2=C(S1)C1(CC(N(CC1)CC=1C=NN(C1)CCS(=O)(=O)C)C)OCC2C#N 2-chloro-2'-methyl-1'-[[1-(2-methylsulfonylethyl)pyrazol-4-yl]methyl]spiro[4,5-dihydrothieno[2,3-c]pyran-7,4'-piperidine]-4-carbonitrile